C(C=C)(=O)O.C(C=C)(=O)O.C(C=C)(=O)O.C(CCCCCCO)O 1,7-heptanediol diacrylate Acrylate